FC1=C(C=CC(=C1)F)[C@H]1N(CC[C@H](C1)NC)C(=O)N1CC2(CCCC2)[C@@H](CC1)CN1N=CC=CC1=O 2-(((R)-7-((2S,4R)-2-(2,4-Difluorophenyl)-4-(methylamino)piperidine-1-carbonyl)-7-azaspiro[4.5]decan-10-yl)methyl)pyridazin-3(2H)-one